1-(2-methoxyethyl)piperidin-4-ol COCCN1CCC(CC1)O